OC=1C=C(C=CC1O)CCC(=O)O 3-(3,4-Dihydroxyphenyl)propionic acid